C(C)(C)(C)OC(NC[C@@H](CSC1=C(C(=C(C=C1)I)C=1N=NN(N1)CC1=CC=C(C=C1)OC)S(N(CC1=CC=C(C=C1)OC)CC1=CC=C(C=C1)OC)(=O)=O)O[Si](C)(C)C(C)(C)C)=O (S)-tert-butyl(3-((2-(N,N-bis(4-methoxybenzyl)sulfamoyl)-4-iodo-3-(2-(4-methoxybenzyl)-2H-tetrazol-5-yl)phenyl)thio)-2-((tert-butyldimethylsilyl) oxy)propyl)carbamate